NC1=NC=CC=C1C1=NC=2C(=NC(=CC2)C2=CC=CC=C2)N1C1=CC=C(CN2CCC(CC2)NC=2C(C(C2OC(C)C)=O)=O)C=C1 3-((1-(4-(2-(2-aminopyridin-3-yl)-5-phenyl-3H-imidazo[4,5-b]pyridin-3-yl)benzyl)piperidin-4-yl)amino)-4-isopropoxycyclobut-3-ene-1,2-dione